CC1=C(OC=2C=C3C=NN(C3=CC2C=2C3=C(C(N(C2)C)=O)NC(=C3)C(=O)NCC)CS(=O)(=O)C)C(=CC=C1)C 4-(5-(2,6-dimethylphenoxy)-1-((methylsulfonyl)methyl)-1H-indazol-6-yl)-N-ethyl-6-methyl-7-oxo-6,7-dihydro-1H-pyrrolo[2,3-c]pyridine-2-carboxamide